BrC=1C=C(OC2=CC=CC=3C4=CC=CC=C4N(C23)C2=NC=CC=C2)C=CC1 (3-bromophenoxy)-9-(pyridin-2-yl)-9H-carbazole